[2H]C(CN)(C1=CC(=C(C(=C1)OC)OC)OC)[2H] 2,2-dideuterio-2-(3,4,5-trimethoxyphenyl)ethanamine